α-naphthoquinoline C1=CC=C2C(=C1)C=CC3=C2N=CC=C3